(E)-2-(4-methyl-3-oxopent-1-en-1-yl)-4-nitrobenzonitrile CC(C(/C=C/C1=C(C#N)C=CC(=C1)[N+](=O)[O-])=O)C